C1(=CC=CC2=CC=CC=C12)C1=CC=CC2=CC=CC=C12 1,1-binaphthalene